COC1=C(C=C(C(=C1)C)OC)C=1C=NC=CC1 3-(2,5-dimethoxy-4-methylphenyl)pyridine